[3-chloro-6-(4-methylpiperazin-1-yl)-2-pyridyl]ammonium ClC=1C(=NC(=CC1)N1CCN(CC1)C)[NH3+]